cyclobutylmethane-sulfonamide C1(CCC1)CS(=O)(=O)N